(1s,4s)-4-(2-(cyclobutylamino)-8-(2,6-dichloro-4-cyanophenylamino)-9H-purin-9-yl)-1-methylcyclohexanecarboxamide C1(CCC1)NC1=NC=C2N=C(N(C2=N1)C1CCC(CC1)(C(=O)N)C)NC1=C(C=C(C=C1Cl)C#N)Cl